C(C)OC(=O)C=1OC=C(N1)C1=C(C=C(C=C1)F)F 4-(2,4-difluoro-phenyl)-oxazole-2-carboxylic acid ethyl ester